FC(OC1=CC=C(C=C1)N1C(C(=CC2=CC=C(N=C12)OCC)C1=CC2=CN(N=C2C=C1)CC(C)C)=O)F 1-(4-(difluoromethoxy)phenyl)-7-ethoxy-3-(2-isobutyl-2H-indazol-5-yl)-1,8-naphthyridin-2(1H)-one